(E)-7-bromo-6-fluoro-2',3',5',6'-tetrahydrospiro[chromane-2,4'-pyran]-4-one-O-tosyloxime S(=O)(=O)(C1=CC=C(C)C=C1)O\N=C\1/CC2(CCOCC2)OC2=CC(=C(C=C12)F)Br